C(C)C=1C=C(C=CC1)C1=CC(=C(C(=O)N2CCC(CC2)CN2CCN(CC2)C(=O)C=2C=C(C=CC2F)CC2=NNC(C3=CC=CC=C23)=O)C(=C1)F)F 4-[[3-[4-[[1-[4-(3-ethylphenyl)-2,6-difluoro-benzoyl]-4-piperidyl]methyl]piperazine-1-carbonyl]-4-fluoro-phenyl]methyl]-2H-phthalazin-1-one